2-((benzyloxy)methyl)-1,4-dioxane C(C1=CC=CC=C1)OCC1OCCOC1